Methyl (S)-2-(2-(1-benzoylpiperidin-4-yl)acetamido)-3-(4-(benzyloxy)phenyl)propanoate C(C1=CC=CC=C1)(=O)N1CCC(CC1)CC(=O)N[C@H](C(=O)OC)CC1=CC=C(C=C1)OCC1=CC=CC=C1